4-Tolyl-Lithium C1(=CC=C(C=C1)[Li])C